C1(CC1)N1[C@@H](CN(CC1)C1CCN(CC1)C1=C(C=C(C(=C1)OC)NC1=NC=NC(=C1)N1OCC[C@@H]1CC1=CC(=CC=C1)F)NC(C=C)=O)C N-(2-(4-((R)-4-cyclopropyl-3-methylpiperazine-1-yl)piperidine-1-yl)-5-((6-((S)-3-(3-fluorobenzyl)-isoxazolidine-2-yl)pyrimidine-4-yl)amino)-4-methoxyphenyl)acrylamide